2,3-dihydroxypropane-1-sulfonate OC(CS(=O)(=O)[O-])CO